N[C@H](C(=O)N1C(C=2N(CC1)C(=C(N2)C2=CC(=C(C(=C2)F)F)F)NC2=CC=C(C=C2)F)(C)C)[C@@H](C)O (2S,3R)-2-amino-1-(3-((4-fluorophenyl)amino)-8,8-dimethyl-2-(3,4,5-trifluorophenyl)-5,6-dihydroimidazo[1,2-a]pyrazin-7(8H)-yl)-3-hydroxybutan-1-one